FC(OC1CN(C1)S(=O)(=O)N)F 3-(difluoromethoxy)azetidine-1-sulfonamide